C(C=C)(=O)N1C[C@@H]2COC3=C(C(N2CC1)=O)C(=NC(=C3Cl)C3=C(C=CC=C3O)Cl)N3[C@H](CN(CC3)C)C (6aR)-8-acryloyl-4-chloro-3-(2-chloro-6-hydroxyphenyl)-1-((S)-2,4-dimethylpiperazin-1-yl)-6,6a,7,8,9,10-hexahydro-12H-pyrazino[2,1-c]pyrido[3,4-f][1,4]oxazepin-12-one